O(O)C(C)(C)C=1C=C(C=CC1)O 3-(2-hydroperoxy-2-propyl)phenol